3-ISOCYANO-PHENYLFORMAMIDE [N+](#[C-])C=1C=C(C=CC1)NC=O